Cl.FC(OC1=CC=C(C=C1)C(C)N1C(C=2N(CC1)N=C1C2CN[C@@H](C1)C)=O)F (3R)-9-(1-(4-(difluoromethoxy)phenyl)ethyl)-3-methyl-1,2,3,4,8,9-hexahydropyrido[4',3':3,4]pyrazolo[1,5-a]pyrazin-10(7H)-one hydrochloride